NC1=NC2=NC=C(N=C2C(N1)=O)CN(C(C(F)(F)F)=O)C1=CC=C(C(=O)N[C@@H](CCC(=O)N2CCN(CC2)C(=O)OCCCC)C(=O)OC(C)(C)C)C=C1 butyl (S)-4-(4-(4-(N-((2-amino-4-oxo-3,4-dihydropteridin-6-yl)methyl)-2,2,2-trifluoroacetamido)benzamido)-5-(tert-butoxy)-5-oxopentanoyl)piperazine-1-carboxylate